C1(CC1)N1N=CC(=C1)C(=O)NC1=CC(=CC=C1)[C@H](C)NC1=CN=C2C(=N1)N(N=C2)C (S)-1-cyclopropyl-N-(3-(1-((1-methyl-1H-pyrazolo[3,4-b]pyrazin-6-yl)amino)ethyl)phenyl)-1H-pyrazole-4-carboxamide